4-chloro-7-fluoro-8-(2,3,5-trifluorophenyl)quinoline-3-carboxylic acid ethyl ester C(C)OC(=O)C=1C=NC2=C(C(=CC=C2C1Cl)F)C1=C(C(=CC(=C1)F)F)F